CC1N(C/C(/C1)=N/C)C(=O)OC(C)(C)C tert-butyl (4E)-2-methyl-4-methylimino-pyrrolidine-1-carboxylate